C(CCCCCN(C=O)C1CC(NC(C1)(C)C)(C)C)N(C=O)C1CC(NC(C1)(C)C)(C)C N,N'-1,6-hexanediyl-bis{N-(2,2,6,6-tetramethyl-4-piperidinyl)-formamide}